(10-(1,3-dioxoisoindolin-2-yl) decyl) thioacetate C(C)(=S)OCCCCCCCCCCN1C(C2=CC=CC=C2C1=O)=O